methyl 1-(N-(5-chlorothiazol-2-yl)-N-(2,4-dimethoxybenzyl) sulfonylamino)-1H-indazol-4-carboxylate ClC1=CN=C(S1)N(S(=O)(=O)CC1=C(C=C(C=C1)OC)OC)N1N=CC=2C(=CC=CC12)C(=O)OC